N-(2-ethylphenyl)-N'-(2-ethoxyphenyl)oxamide C(C)C1=C(C=CC=C1)NC(=O)C(=O)NC1=C(C=CC=C1)OCC